propan-1,1-d2-2-amine C(C(C)N)([2H])[2H]